2-Ethyl-5-(4-methylpiperazin-1-yl)-2,3-dihydro-1,4-benzodioxine C(C)C1COC2=C(O1)C=CC=C2N2CCN(CC2)C